C(OC12CC3CC(CC(C1)C3)C2)(=O)Cl adamantanyl carbonochloridate